(Z)-3-fluoro-4-(2-methyl-3-(4-(methylsulfonyl)benzyl)-1H-pyrrolo[3,2-b]pyridin-1-yl)but-2-en-1-amine dihydrochloride Cl.Cl.F\C(=C/CN)\CN1C(=C(C2=NC=CC=C21)CC2=CC=C(C=C2)S(=O)(=O)C)C